O=C1NC2=CC=C(C=C2C1)C=1C(=NC=CC1)NCCOC1=C(C=CC=C1)CC(=O)N 2-(2-(2-((3-(2-oxoindolin-5-yl)pyridin-2-yl)amino)ethoxy)phenyl)acetamide